(R)-3-((4-(2-hydroxy-4-(trifluoromethyl)phenyl)-5,6,7,8-tetrahydrophthalazin-1-yl)amino)piperidine-1-carboxylic acid tert-butyl ester C(C)(C)(C)OC(=O)N1C[C@@H](CCC1)NC1=NN=C(C=2CCCCC12)C1=C(C=C(C=C1)C(F)(F)F)O